CN1C=NNC1=O 4-methyl-1H-1,2,4-triazol-5(4H)-one